N-((3-(benzyloxy)-6-methyl-4-oxo-1-propyl-1,4-dihydropyridin-2-yl)methyl)-3-methoxybenzamide C(C1=CC=CC=C1)OC1=C(N(C(=CC1=O)C)CCC)CNC(C1=CC(=CC=C1)OC)=O